FC1=NN(C2=CC(=CC=C12)/C=C/C(=O)[O-])C1OCCCC1 (2E)-3-[3-fluoro-1-(oxan-2-yl) indazol-6-yl]prop-2-enoate